CN(CC[C@@H](C(NC)=O)NC(=O)C1=C(C=C2C=NN(C2=C1)CC(C)C)OC1=C(C=C(C=C1)F)F)C (S)-5-(2,4-difluorophenoxy)-1-isobutyl-1H-indazole-6-carboxylic acid (3-dimethylamino-1-methylcarbamoylpropyl)amide